N[C@H]1C=CCCC1=C(F)F (S)-3-AMINO-4-(DIFLUOROMETHYLENE)CYCLOHEXENE